1,4,7,10-tetraazacyclodecane-1-glutaric acid N1(CCNCCNCCN1)C(CCC(=O)O)C(=O)O